P(=O)(OCC)(OCC)OC(C(F)F)(C)C diethyl 1,1-difluoro-2-methylpropan-2-yl phosphate